CC(C(C(=O)O)=O)CC 3-methyl-2-oxo-valeric acid